2-(8-((2S,5R)-4-(1-(2-(cyclopropylmethyl)thiazolo[5,4-b]pyridin-5-yl)ethyl)-2,5-diethylpiperazin-1-yl)-5-methyl-6-oxo-5,6-dihydroimidazo[1,2-b]pyridazin-2-yl)acetonitrile C1(CC1)CC=1SC2=NC(=CC=C2N1)C(C)N1C[C@@H](N(C[C@H]1CC)C=1C=2N(N(C(C1)=O)C)C=C(N2)CC#N)CC